4-((3-methoxy-4-{5-[(N-methylmethanesulfonamido)methyl]-1,2,4-oxadiazol-3-yl}pyridin-2-yl)amino)-N-(2H3)methyl-6-(3-methylbutanamido)pyridazine-3-carboxamide COC=1C(=NC=CC1C1=NOC(=N1)CN(S(=O)(=O)C)C)NC1=C(N=NC(=C1)NC(CC(C)C)=O)C(=O)NC([2H])([2H])[2H]